CNC(=O)N1CC=2NN=CC2C1 N-methyl-4,6-dihydropyrrolo[3,4-c]pyrazol-5(1H)-carboxamide